citric acid, ammonium salt [NH4+].C(CC(O)(C(=O)[O-])CC(=O)[O-])(=O)[O-].[NH4+].[NH4+]